C(C)(C)(C)OC(=O)N1CC2(C1)CCC(CC2)OC2=CC=NC=C2.[N+](=O)([O-])[O-].C(=C)C2=CC=C(C[N+]1=CC=CC=C1)C=C2 (4-vinylbenzyl)-pyridinium nitrate tert-butyl-7-(pyridin-4-ylhydroxy)-2-azaspiro[3.5]nonane-2-carboxylate